C(C=C)(=O)OCCC1=CC=CC2=CC=CC=C12 acryloyloxyethylnaphthalene